BrC1=C(C=CC=C1)C=1CCC(CN1)C 6-(2-bromophenyl)-3-methyl-2,3,4,5-tetrahydropyridine